C(C(C)C)(=O)N1C(C2=CC=CC=C2C1=O)=O 2-isobutyryl-isoindoline-1,3-dione